Cl.O=C1NC(CCC1NC1=CC(=C(C=C1F)N1CCC(CC1)(O)CC(=O)O)F)=O 2-[1-[4-[(2,6-dioxo-3-piperidyl)amino]-2,5-difluoro-phenyl]-4-hydroxy-4-piperidyl]acetic acid HCl salt